5-(2-(benzyloxy)phenyl)-N-(3-chloro-5-(methylsulfonamido)phenyl)-1-methyl-1H-pyrazole-3-carboxamide C(C1=CC=CC=C1)OC1=C(C=CC=C1)C1=CC(=NN1C)C(=O)NC1=CC(=CC(=C1)NS(=O)(=O)C)Cl